OC(CC(=O)[O-])CO.[Na+] sodium 3,4-dihydroxybutyrate